BrC1=NC(=NC=C1)N1C[C@@H](O[C@@H](C1)C)C (2S,6R)-4-(4-bromopyrimidin-2-yl)-2,6-dimethylmorpholine